Cl(=O)(=O)(=O)[O-].C(C)(C)(C)[N+]=1OC(=CC1)C 2-tert-butyl-5-methylisoxazolium perchlorate